C(C)OC(C(C(C(=O)O)C(C)C)(C#N)C(C)C)=O 2,3-diisopropyl-2-cyanosuccinic acid-1-ethyl ester